C[NH2+]C.C1(=CC=CC=2C3=CC=CC=C3CC12)O fluorenol-dimethyl-ammonium salt